3-bromo-1,1,3,3-tetrafluoropropene BrC(C=C(F)F)(F)F